COC1=CC=C(C=C1)C1(N=NC=N1)CCC(C)(C)NCCO 2-{4-[3-(4-methoxyphenyl)-1,2,4-triazol-3-yl]-2-methyl-2-butylamino}ethanol